2-((2S,4R)-4-amino-1-(1,2-dimethyl-1H-imidazole-4-carbonyl)pyrrolidin-2-yl)-N-((S)-6-guanidino-1-(methylamino)-1-oxohexan-2-yl)thiazole-4-carboxamide N[C@@H]1C[C@H](N(C1)C(=O)C=1N=C(N(C1)C)C)C=1SC=C(N1)C(=O)N[C@H](C(=O)NC)CCCCNC(=N)N